FC(S(=O)(=O)OC1=C(C=C(C=C1)C1=NC(=CC=C1NC(C)C=1C=C(C=C2C(C(=C(OC12)C(C)C)C)=O)C)Cl)C=O)(F)F [4-[6-chloro-3-[1-(2-isopropyl-3,6-dimethyl-4-oxo-chromen-8-yl)ethylamino]-2-pyridyl]-2-formyl-phenyl] trifluoromethanesulfonate